tert-Butyl 4-(3''-chloro-4-((hydroxyimino)methyl)-2'-methoxy-4''-(3-methyl-2-oxoimidazolidin-1-yl)-[1,1':3',1''-terphenyl]-3-yl)piperazine-1-carboxylate ClC=1C=C(C=CC1N1C(N(CC1)C)=O)C=1C(=C(C=CC1)C1=CC(=C(C=C1)C=NO)N1CCN(CC1)C(=O)OC(C)(C)C)OC